8-(4-chlorobenzoyl)-6-hydroxy-6-phenyl-1,2,3,4-tetrahydropyrrolo[1,2-a]pyrimidine ClC1=CC=C(C(=O)C=2CC(N3C2NCCC3)(C3=CC=CC=C3)O)C=C1